FC=1C=C(C2=C(C=C(O2)CN2C(C3=C(N=CN=C3)C=C2)=O)C1)C(=O)OC Methyl 5-fluoro-2-((5-oxopyrido[4,3-d]pyrimidin-6(5H)-yl)methyl)benzofuran-7-carboxylate